Trans-2-((2r,5S)-2-((S)-oxiran-2-yl)-1,3-dioxan-5-yl)isoindoline-1,3-dione O1[C@H](C1)[C@@H]1OC[C@H](CO1)N1C(C2=CC=CC=C2C1=O)=O